[Ga].[In].[Sn] tin indium gallium